BrC1=C2CCCN(C2=CC=C1)C1=NC2=C(C=3C=C(C=CC13)Cl)N(N=N2)C 5-(5-bromo-3,4-dihydroquinolin-1(2H)-yl)-8-chloro-1-methyl-1H-[1,2,3]triazolo[4,5-c]isoquinoline